CC1=C(C2=CC=CC=C2C(=C1)N)N 2-methyl-1,4-naphthalenediamine